C(C)(C)(C)OC(=O)N1C(CC[C@@H](C1)C)=O.C[C@H]1CC(C(N(C1)C(=O)OC(C)(C)C)=O)C(=O)C1(CC1)C |r| tert-Butyl rac-(5S)-5-methyl-3-(1-methylcyclopropanecarbonyl)-2-oxo-piperidine-1-carboxylate tert-Butyl-rac-(5S)-5-methyl-2-oxo-piperidine-1-carboxylate